Methyl methylthiosulfonate (S-methyl methanesulfonothioate) CS=S(=O)(O)C.CS(=S)(=O)OC